tert-butyl (4R)-2-oxooxathiazolidine-3,4-dicarboxylate O=S1OC[C@@H](N1C(=O)OC(C)(C)C)C(=O)[O-]